S1C[C@H](CC1)CS(=O)(=O)O.N1CC(C1)C(=O)N1CCN(CC1)C1=CC=NC2=CC(=CC=C12)F azetidin-3-yl-(4-(7-fluoroquinolin-4-yl)piperazin-1-yl)methanone (S)-tetrahydrothiophen-3-ylmethanesulfonate